2,5,6-trichloro-1-{[2-(trimethylsilyl)ethoxy]methyl}-1H-1,3-benzodiazole ClC1=NC2=C(N1COCC[Si](C)(C)C)C=C(C(=C2)Cl)Cl